O(C1=CC=CC=C1)C1=C(C=CC=C1)CCOC(C=C)=O.OC1=CC=C(C=C1)C[SH+]CC1=CC=CC=C1 (4-hydroxyphenyl)methyl-(benzyl)sulfonium o-phenoxyphenylethyl-acrylate